(S)-(3R,4R)-4-[4-(6-chloro-2-{[1-(2,2-difluorocyclopropyl)-5-methyl-1H-pyrazol-4-yl]amino}quinazolin-7-yl)piperidin-1-yl]-4-methyloxolan-3-ol ClC=1C=C2C=NC(=NC2=CC1C1CCN(CC1)[C@]1([C@H](COC1)O)C)NC=1C=NN(C1C)[C@@H]1C(C1)(F)F